C1(=CC=CC=C1)[C@@H](CO)C (S)-2-phenylpropan-1-ol